FC1=C2CCC(C2=C(C=C1)F)=O 4,7-difluoro-2,3-dihydro-1H-inden-1-one